COC(=O)N[C@H]1[C@H](N(CCC1)C(=O)O)C(=O)O (2S,3R)-3-((methoxycarbonyl)amino)piperidine-1,2-dicarboxylic acid